N-((3S)-7-(3,8-diazabicyclo[3.2.1]octan-3-yl)-6-fluorochroman-3-yl)-6-amino-2-methylthieno[2,3-d]thiazole-5-carboxamide C12CN(CC(CC1)N2)C2=C(C=C1C[C@@H](COC1=C2)NC(=O)C2=C(C1=C(N=C(S1)C)S2)N)F